tert-butyl 3-(4-pyrimidin-2-ylpyridazin-1-ium-1-yl)propanoate hydrogen sulfate S(=O)(=O)(O)[O-].N1=C(N=CC=C1)C1=CN=[N+](C=C1)CCC(=O)OC(C)(C)C